1-[1-(1-naphthyl)cyclopropyl]ethyl (2S)-2-[(3-hydroxy-4-methoxy-pyridine-2-carbonyl)-amino]propanoate OC=1C(=NC=CC1OC)C(=O)N[C@H](C(=O)OC(C)C1(CC1)C1=CC=CC2=CC=CC=C12)C